ethyl (2-cyano-2-(2-(3,5-dichloro-4-((5-isopropyl-6-methoxypyridin-3-yl)oxy)phenyl)hydrazineylidene)acetyl)carbamate C(#N)C(C(=O)NC(OCC)=O)=NNC1=CC(=C(C(=C1)Cl)OC=1C=NC(=C(C1)C(C)C)OC)Cl